6-(2-Methoxyphenyl)-1-(4-(1-methyl-4-(trifluoromethyl)-1H-imidazol-2-yl)benzyl)-1,3-dihydro-2H-imidazo[4,5-c]pyridin-2-one COC1=C(C=CC=C1)C1=CC2=C(C=N1)NC(N2CC2=CC=C(C=C2)C=2N(C=C(N2)C(F)(F)F)C)=O